ethyl 2-(4-((7-bromobenzofuran-5-yl)methoxy)-7-methyl-2,3-dihydro-1H-inden-5-yl)acetate BrC1=CC(=CC=2C=COC21)COC2=C1CCCC1=C(C=C2CC(=O)OCC)C